BrC1=C(C=C(C(=N1)N1CCN(CC1)C(=O)OC(C)(C)C)OC)[N+](=O)[O-] tert-butyl 4-(6-bromo-3-methoxy-5-nitro-2-pyridyl)piperazine-1-carboxylate